5-(2-chloro-4-fluorophenyl)-2-mercapto-1,3,4-oxadiazole ClC1=C(C=CC(=C1)F)C1=NN=C(O1)S